ClC1=NC(=C2C(=N1)N(N=C2)C2COCC2)NC=2N=CN(C2)C2=CC(=C(C(=C2)OC)OC)OC 6-chloro-1-(tetrahydrofuran-3-yl)-N-(1-(3,4,5-trimethoxyphenyl)-1H-imidazol-4-yl)-1H-pyrazolo[3,4-d]pyrimidin-4-amine